FC(C(C(F)(F)F)(C1=CC(=C(N)C=C1)C(F)(F)F)F)(F)F 4-(perfluoropropane-2-yl)-2-trifluoromethylaniline